BrC1=CN=C(N=N1)N1CCC2(CC1)[C@H](C1=CC=CC=C1C2)N (R)-1'-(6-bromo-1,2,4-triazin-3-yl)-1,3-dihydrospiro[inden-2,4'-piperidin]-1-amine